tert-butyl (S)-(1-((3-bromo-5-(4-fluorobenzyl)pyridin-2-yl)oxy)-3-methylbutan-2-yl)carbamate BrC=1C(=NC=C(C1)CC1=CC=C(C=C1)F)OC[C@H](C(C)C)NC(OC(C)(C)C)=O